CC(OC1=CC=CC=C1)C=1C(=C(C=CC1)O)C(C)OC1=CC=CC=C1 di(methylphenoxymethyl)phenol